C(C1=CC=CC=C1)(=O)C BENZOYLMETHANE